CC1=C(C=CC(=C1)C)C=1N=NC=CC1C1=NC2=C(N1CC)C=CC(=C2)C(=O)NC 2-(3-(2,4-dimethylphenyl)pyridazin-4-yl)-1-ethyl-N-methyl-1H-benzo[d]imidazole-5-carboxamide